benzyl 3-(cyclopropylmethoxy)-1H-pyrrole-2-carboxylate C1(CC1)COC1=C(NC=C1)C(=O)OCC1=CC=CC=C1